4-(4-amino-8-(1-(but-2-ynyl)pyrrolidin-3-yl)imidazo[1,5-a][1,3,5]Triazin-6-yl)-N-(pyridin-2-yl)benzamide NC1=NC=NC=2N1C(=NC2C2CN(CC2)CC#CC)C2=CC=C(C(=O)NC1=NC=CC=C1)C=C2